ethoxy(2,4,6-trimethyl-benzoyl)phenyl-phosphine oxide C(C)OP(C1=CC=CC=C1)(C(C1=C(C=C(C=C1C)C)C)=O)=O